C(C)(C)(C)[P@](C1=C(C=CC=C1)[P@](C)C(C)(C)C)C 1,2-Bis((R)-tert-butyl(methyl)phosphino)benzene